CC(CC=O)C 3-methyl-1-oxobutane